propylcarbazate C(CC)OC(NN)=O